BrC1=C(C=C(NC2=NC=C(C(=N2)N[C@@H]2COCC[C@H]2C#N)C)C=C1Cl)CO[Si](C)(C)C(C)(C)C (trans)-3-[[2-[4-bromo-3-[[tert-butyl(dimethyl)silyl]oxymethyl]-5-chloro-anilino]-5-methyl-pyrimidin-4-yl]amino]tetrahydropyran-4-carbonitrile